C(=C)C1=CC=C(C=C1)C=1C=C2C(C=3C=CC=CC3N3C2=C(C1)C(C=1C=CC=CC13)=O)=O 7-(4-vinylphenyl)quino[3,2,1-de]acridine-5,9-dione